octanoate C(CCCCCCC)(=O)[O-]